tert-Butyl 3-(5-methyl-6-((1-(naphthalen-1-yl)cyclopropyl)carbamoyl)-2H-indazol-2-yl)azetidine-1-carboxylate CC1=CC2=CN(N=C2C=C1C(NC1(CC1)C1=CC=CC2=CC=CC=C12)=O)C1CN(C1)C(=O)OC(C)(C)C